C(C)[C@]1(C(OCC=2C(N3CC=4C(=NC=5C=C6C(=CC5C4CN4CCN(CC4)C)OCO6)C3=CC21)=O)=O)O (S)-7-ethyl-7-hydroxy-14-((4-methyl-hexahydropyrazin-1-yl)methyl)-10,13-dihydro-11H-[1,3]dioxolo[4,5-g]pyrano[3',4':6,7]indolizino[1,2-b]quinoline-8,11(7H)-dione